[C@H]12CC(C[C@H](CC1)O2)CS(=O)(=O)[O-] (1r,5s)-8-oxabicyclo[3.2.1]oct-3-ylmethanesulfonate